FC(S(=O)(=O)NC1=C(C=C(C=C1)F)C1=CC=C2C(C(COC2=C1)C(C)C1=NC=CC=C1)O)(F)F 1,1,1-Trifluoro-N-(4-fluoro-2-(4-hydroxy-3-(1-(pyridin-2-yl)ethyl)chroman-7-yl)phenyl)methansulfonamid